FC=1C(=C(C=C(C1)C=1C=NNC1)O)C=1N=NC(=CC1)OC1CC(NC(C1)(C)C)(C)C 3-fluoro-5-(1H-pyrazol-4-yl)-2-(6-((2,2,6,6-tetramethylpiperidin-4-yl)oxy)pyridazin-3-yl)phenol